di(n-pentyl)amid C(CCCC)[N-]CCCCC